(2S,3R,4R,5R)-5-(2-amino-6-ethoxy-9H-purin-9-yl)-4-chloro-2-fluoro-2-(hydroxymethyl)-4-methyltetrahydrofuran-3-ol NC1=NC(=C2N=CN(C2=N1)[C@H]1[C@]([C@@H]([C@](O1)(CO)F)O)(C)Cl)OCC